Cl.FC1=NC=CC(=C1OC[C@H]1NC[C@H](C1)COC)I 2-fluoro-4-iodo-3-(((2s,4s)-4-(methoxymethyl)pyrrolidin-2-yl)-methoxy)pyridine hydrochloride